CN1C(=CC2=C(C=CC(=C12)Cl)NC=1C=NC(=CC1)OC)C(=O)NS(=O)(=O)C1=CC=C(C=C1)OC 1-Methyl-4-((6-methoxypyridin-3-yl)amino)-7-chloro-N-(4-methoxybenzenesulfonyl)-indole-2-carboxamide